N1C(=NC2=C1C=CC=C2)CCNCCN2N=CC(=C2)C(=O)NCC2=NC=CC=C2 1-(2-{[2-(1H-1,3-Benzodiazol-2-yl)ethyl]amino}ethyl)-N-(pyridin-2-ylmethyl)-1H-pyrazole-4-carboxamide